C(#N)C1=C(C=CC=C1)C=1C=CC(=NC1)[C@H](CO)NC(=O)NC=1N=C(SC1)C#C (R)-1-(1-(5-(2-cyanophenyl)pyridin-2-yl)-2-hydroxyethyl)-3-(2-ethynylthiazol-4-yl)urea